diphenylacrylate C1(=CC=CC=C1)C(=CC(=O)[O-])C1=CC=CC=C1